BrC=1C(=C(C(=NC1)Cl)O)O 5-bromo-2-chloropyridin-3,4-diol